CN([C@@H]([C@@H](C)CC)C(=O)O)NC(=O)C=1OC2=CC=CC(=C2C(C1)=O)OC1=CC=C(C=C1)Br methyl-(5-((4-bromophenyl)oxy)-4-oxo-4H-chromene-2-carbonylamino)-L-isoleucine